[[1,1'-binaphthalene]-2,2'-diylbis(oxy[1,1'-binaphthalene]-7,3-diyl)]dimethanol C1(=C(C=CC2=CC=CC=C12)OC1=CC=C2C=C(C=C(C2=C1)C1=CC=CC2=CC=CC=C12)CO)C1=C(C=CC2=CC=CC=C12)OC1=CC=C2C=C(C=C(C2=C1)C1=CC=CC2=CC=CC=C12)CO